Cl.Cl.C(C)N[C@H](C)C1=NC=C(C(=C1)C1=CC=2N(C(=N1)SC)N=CN2)OC (R)-N-ethyl-1-(5-methoxy-4-(5-(methylthio)-[1,2,4]triazolo[1,5-c]pyrimidin-7-yl)pyridin-2-yl)ethan-1-amine dihydrochloride